C(C1=CC=CC=C1)OC=1C(=NC=C(N1)Cl)C (Benzyloxy)-5-chloro-2-methylpyrazine